CN1C(C2(CCOCC2)C2=C3C(=NC=C21)N(C=C3C3=CC=CC=C3)S(=O)(=O)C3=CC=CC=C3)=O 6-methyl-1-phenyl-3-(phenylsulfonyl)-2',3,3',5',6,6'-hexahydro-7H-spiro[dipyrrolo[2,3-b:3',2'-d]pyridine-8,4'-pyran]-7-one